2-(4'-chlorobiphenyl-4-yl)-benzothiophene ClC1=CC=C(C=C1)C1=CC=C(C=C1)C=1SC2=C(C1)C=CC=C2